FC(CO)(CN1[C@@H](C=2NC3=CC=CC=C3C2C[C@H]1C)C1=CC=C(C=C1)NCCN1CC(C1)CF)C 2-fluoro-3-((1R,3R)-1-(4-((2-(3-(fluoromethyl)azetidin-1-yl)ethyl)amino)phenyl)-3-methyl-1,3,4,9-tetrahydro-2H-pyrido[3,4-b]indol-2-yl)-2-methylpropan-1-ol